3-((diisopropylamino)methyl)-4-(5-fluoro-2-methoxypyridin-4-yl)benzoic acid C(C)(C)N(C(C)C)CC=1C=C(C(=O)O)C=CC1C1=CC(=NC=C1F)OC